C(C)(=O)C(CC[C@H](N)C(=O)O)NO 5-acetyl-N5-hydroxy-L-ornithine